(R)-6-(2-hydroxypropoxy)-4-(6-(4-((6-methoxypyridin-3-yl)methyl)piperazin-1-yl)pyridin-3-yl)pyrazolo[1,5-a]pyridine-3-carbonitrile O[C@@H](COC=1C=C(C=2N(C1)N=CC2C#N)C=2C=NC(=CC2)N2CCN(CC2)CC=2C=NC(=CC2)OC)C